(R)-2-(1-benzyl-6-fluoro-3-methyl-2-oxoindol-3-yl)acetic acid C(C1=CC=CC=C1)N1C([C@](C2=CC=C(C=C12)F)(C)CC(=O)O)=O